R-10-hydroxyoctadecanoate lithium [Li+].O[C@@H](CCCCCCCCC(=O)[O-])CCCCCCCC